COC(C1=CC(=C(C=C1)OCCCCCCCCCC)OC)=O 4-Decyloxy-3-methoxybenzoic acid methyl ester